FC1=CC(=CC2=C1CN([C@H](CO2)C2=CC=CC=C2)C(C(C)(C)C)=O)C(=O)N (S)-6-fluoro-3-phenyl-4-pivaloyl-2,3,4,5-tetrahydrobenzo[f][1,4]oxazepine-8-carboxamide